O=C1N[C@H]2CCCC[C@]2(C1)CNC(OC(C)(C)C)=O cis-tert-butyl {(2-oxooctahydro-3aH-indol-3a-yl)methyl}carbamate